N1CCC(CC1)CC1CCNCC1 di-(4-piperidyl)-methane